CC1=NC(=NC=C1)[C@@H]1[C@H](C1)C(=O)N (1S,2S)-2-(4-methyl-pyrimidin-2-yl)cyclopropane-1-carboxamide